[1,8]NAPHTHYRIDINE-3-CARBALDEHYDE N1=CC(=CC2=CC=CN=C12)C=O